(S)-2,2-dimethyl-4-vinyl-oxazolidine-3-carboxylic acid tert-butyl ester C(C)(C)(C)OC(=O)N1C(OC[C@@H]1C=C)(C)C